O1C(=CC=C1)C(=O)OCOC1=C(N=C2N1C=C(N=C2CC2=CC=CC=C2)C2=CC=CC=C2)CC=2OC=CC2 ((8-benzyl-2-(furan-2-ylmethyl)-6-phenylimidazo[1,2-a]pyrazin-3-yl)oxy)methyl furan-2-carboxylate